ClC=1C=C(C#N)C=C(C1)NC1=C(C(=CC=C1)[C@]1(NC(N(C(C1)=O)C1CCOCC1)=N)C)Cl 3-Chloro-5-{2-chloro-3-[(4S)-2-imino-4-methyl-6-oxo-1-(tetrahydropyran-4-yl)-hexahydropyrimidin-4-yl]-anilino}benzonitrile